C1(CC1)C=1C=CC=2N(C1)C=C(N2)COC2=CC=NC=C2 4-((6-cyclopropylimidazo[1,2-a]pyridin-2-yl)methoxy)pyridin